4-[3-[2-Chloro-4-(3-methoxyazetidin-1-yl)-5-methylbenzoyl]-2,4-dihydro-1,3-benzoxazin-8-yl]-5-fluoro-2-(3-oxa-8-azabicyclo[3.2.1]octan-8-yl)benzoic acid ClC1=C(C(=O)N2COC3=C(C2)C=CC=C3C3=CC(=C(C(=O)O)C=C3F)N3C2COCC3CC2)C=C(C(=C1)N1CC(C1)OC)C